ClC1=[N+](C=CC=N1)[O-] 2-Chloropyrimidin-N-oxid